3-amino-5-fluoro-1-(6-methylpyridazin-3-yl)pyridin-2(1H)-one NC=1C(N(C=C(C1)F)C=1N=NC(=CC1)C)=O